ClC=1C(=NC=CN1)C=1OC(C(N(N1)C)=O)C 2-(3-chloropyrazin-2-yl)-4,6-dimethyl-1,3,4-oxadiazin-5-one